[Na+].FC1=CC=C(C=C1)C1=C(N(C2=CC=CC=C12)C(C)C)C=CC(CC(CC(=O)[O-])O)O (±)-7-(3-(4-fluorophenyl)-1-(1-methylethyl)-1H-indol-2-yl)-3,5-dihydroxy-6-heptenoic acid monosodium salt